C(C)C1=CC=CC2=C(C3=CC=CC=C3C(=C12)OC(=O)C(C)C)OC(=O)C(C)C 1-ethyl-9,10-bis(isopropylcarbonyloxy)anthracene